C1(=CC=CC=C1)N(C1=CC=CC=C1)C(C(=O)[O-])CCC.[Na+].FC(S(=O)(=O)OC)(F)F (trifluoromethanesulfonyloxy)methane sodium diphenylaminopentanoate